1-[6-bromo-1-(1,1-difluoropropan-2-yl)-4-fluoro-1H-benzimidazol-2-yl]ethane BrC=1C=C(C2=C(N(C(=N2)CC)C(C(F)F)C)C1)F